NC=1C(=C(C=C2C=C(N=CC12)NC(=O)NC)C=1C=NC=2CCCNC2C1C)F 1-(8-Amino-7-fluoro-6-(4-methyl-5,6,7,8-tetrahydro-1,5-naphthyridin-3-yl)isoquinolin-3-yl)-3-methylurea